4-(azetidine-3-sulfonylamino)-N-(3-(4,4-difluoropiperidin-1-yl)-1-methyl-1H-indazol-5-yl)-2-(6-azaspiro[2.5]oct-6-yl)benzamide N1CC(C1)S(=O)(=O)NC1=CC(=C(C(=O)NC=2C=C3C(=NN(C3=CC2)C)N2CCC(CC2)(F)F)C=C1)N1CCC2(CC2)CC1